CC=1C=C(C=2C(=CNC2C1)CCNC)N 6-methyl-3-[2-(methylamino)ethyl]-1H-indol-4-amine